C(C)(C)(C)OC(=O)N(C(OC(C)(C)C)=O)C1=NC=C(N=C1OC)CCO tert-butyl N-(tert-butoxycarbonyl)-N-[5-(2-hydroxyethyl)-3-methoxypyrazin-2-yl]carbamate